2,3-dihydroxypropyl-methacrylamide OC(CC=C(C(=O)N)C)CO